C(CCCCCC)(=O)OCC([C@H](C[C@H]1C(NCC1)=O)NC([C@H](CC(C)C)NC(=O)C=1NC2=CC=CC(=C2C1)OC)=O)=O (S)-3-((S)-2-(4-methoxy-1H-indole-2-carboxamido)-4-methylpentanamido)-2-oxo-4-((S)-2-oxopyrrolidin-3-yl)butyl heptanoate